methyl 4-bromo-5-{3-[(tert-butyldimethylsilyl)oxy]propoxy}-6-oxopyran-2-carboxylate BrC=1C=C(OC(C1OCCCO[Si](C)(C)C(C)(C)C)=O)C(=O)OC